3-Chloro-6-(p-tolyl)pyridazine-4-carboxylic acid ClC=1N=NC(=CC1C(=O)O)C1=CC=C(C=C1)C